C(C)C=1C(C2=CC=CC=C2C(C1CC1=CC=C(C=C1)C(F)(F)F)=O)=O 2-ethyl-3-(4-(trifluoromethyl)benzyl)naphthalene-1,4-dione